C(CCCCC)C1(C2=CC(=CC=C2C=2C=CC(=CC12)B1OC(C)(C)C(C)(C)O1)B1OC(C)(C)C(C)(C)O1)CCCCCC 9,9-dihexylfluorene-2,7-diboronic acid pinacol ester